(S)-N-((3-cyano-4-((1-(dimethylamino)-5-(6-(trifluoromethyl)pyridin-3-yl)pentan-3-yl)amino)-5-fluorophenyl)sulfonyl)-1-fluorocyclohexane-1-carboxamide C(#N)C=1C=C(C=C(C1N[C@H](CCN(C)C)CCC=1C=NC(=CC1)C(F)(F)F)F)S(=O)(=O)NC(=O)C1(CCCCC1)F